COC([C@H](C[C@H]1C(NCC1)=O)NC(=O)[C@H]1N(C[C@@H](C1)C1CCCCC1)C(=O)C=1NC2=CC=CC(=C2C1)OC)=O (S)-methyl-2-((2S,4S)-4-cyclohexyl-1-(4-methoxy-1H-indole-2-carbonyl)pyrrolidine-2-carboxamido)-3-((S)-2-oxopyrrolidin-3-yl)propanoate